FC1=C(CN2C3=C(OC(C2=O)(C)C)C=CC(=C3)C(=O)NO)C=CC(=C1)OC(F)(F)F 4-(2-fluoro-4-(trifluoromethoxy)benzyl)-N-hydroxy-2,2-dimethyl-3-oxo-3,4-dihydro-2H-benzo[b][1,4]oxazine-6-carboxamide